1-methyl-4-[5-[(2R,5S)-5-methyl-2-piperidyl]Benzothiophen-2-Yl]Piperidine CN1CCC(CC1)C=1SC2=C(C1)C=C(C=C2)[C@@H]2NC[C@H](CC2)C